1-(3-(2-methoxyethyl)-2,4-dioxo-1-(2-(piperidin-1-yl)ethyl)-1,2,3,4-tetrahydroquinazolin-6-yl)-3-(3-(1-(phenylamino)ethyl)phenyl)urea COCCN1C(N(C2=CC=C(C=C2C1=O)NC(=O)NC1=CC(=CC=C1)C(C)NC1=CC=CC=C1)CCN1CCCCC1)=O